ClC1=C(C2=C(C=3C=NC(=NC13)SCC)COC2)C2=CC=C(C=1SC(=C(C12)C#N)NC(OC(C)(C)C)=O)F tert-Butyl (4-(5-chloro-3-(ethylthio)-7,9-dihydrofuro[3,4-f]quinazolin-6-yl)-3-cyano-7-fluorobenzo[b]thiophen-2-yl)carbamate